(S)-4-(cyclopropyl(4-(5,6,7,8-tetrahydro-1,8-naphthyridin-2-yl)butyl)amino)-2-((((2,6-difluorobenzyl)oxy)carbonyl)amino)butanoic acid C1(CC1)N(CC[C@@H](C(=O)O)NC(=O)OCC1=C(C=CC=C1F)F)CCCCC1=NC=2NCCCC2C=C1